2,6-dimethyl-indanacetic acid CC1C(C2=CC(=CC=C2C1)C)CC(=O)O